5-chloro-(benzothiazole) ClC=1C=CC2=C(N=CS2)C1